ClC1=CC(=C(C=C1)C1=NC(=NC2=C1N=C(N(C2=O)C)C)[C@]21CCO[C@H]([C@@H]1C2)C=2C=NN(C2)C2CC2)F 8-(4-chloro-2-fluorophenyl)-6-((1R,2R,6S)-2-(1-cyclopropyl-1H-pyrazol-4-yl)-3-oxabicyclo[4.1.0]hept-6-yl)-2,3-dimethylpyrimidino[5,4-d]pyrimidin-4(3H)-one